FC1=C(C=CC(=C1)C)C1=NN2C(CNCC2)=C1C1=C2C(=NC=C1)NC=C2 2-(2-fluoro-4-methylphenyl)-3-(1H-pyrrolo[2,3-b]pyridin-4-yl)-4,5,6,7-tetrahydropyrazolo[1,5-a]pyrazine